(S)-1'-(5-(1H-indol-3-yl)-6-iodopyrazin-2-yl)-5,7-dihydrospiro[cyclopenta[b]pyridine-6,4'-piperidin]-5-amine N1C=C(C2=CC=CC=C12)C=1N=CC(=NC1I)N1CCC2(CC1)[C@@H](C=1C(=NC=CC1)C2)N